(R)-8-(4-(bis(4-chlorophenyl)methyl)-3-ethylpiperazin-1-yl)-5-methyl-6-oxo-5,6-dihydro-1,5-naphthyridine-2-carbonitrile ClC1=CC=C(C=C1)C(N1[C@@H](CN(CC1)C1=CC(N(C=2C=CC(=NC12)C#N)C)=O)CC)C1=CC=C(C=C1)Cl